2-(ethoxydimethylsilyl)ethan-1-amine C(C)O[Si](CCN)(C)C